C(#N)C=1C=C(C(=O)O)C=CC1N1[C@@H](C[C@@H](C1)OC1=CC=C(C=C1)C(F)(F)F)COC(F)(F)F 3-cyano-4-((2S,4S)-2-((trifluoromethoxy)methyl)-4-(4-(trifluoromethyl)phenoxy)pyrrolidin-1-yl)benzoic acid